5-methylthieno[2,3-c]pyridazin CC1=CSC=2N=NC=CC21